CC1=NN=C(CN1N)C1=CC=CC=C1 3-methyl-4-amino-6-phenyl-4,5-dihydro-1,2,4-triazine